(4R,11bS)-4-(2-((R)-Methyl(4-(trifluoromethyl)phenyl)silyl)phenyl)-4,5-dihydro-3H-dinaphtho[2,1-c:1',2'-e]phosphepine C[Si@@H](C1=C(C=CC=C1)P1CC2=C(C3=C(C1)C=CC1=CC=CC=C13)C=1C=CC=CC1C=C2)C2=CC=C(C=C2)C(F)(F)F